C(C)C=1C=C2C(=C(C(=NC2=C(C1)F)N1C[C@@H]([C@@H](CC1)N[C@@H]1COCC1)F)C1=CC(=NO1)C)C (3S,4R)-1-(6-ethyl-8-fluoro-4-methyl-3-(3-methylisoxazol-5-yl)quinolin-2-yl)-3-fluoro-N-((S)-tetrahydrofuran-3-yl)piperidin-4-amine